2,3,3a,4,10,10a-hexahydro-1H,7H-dipyrrolo[3,4-b:3',2'-f][1,4,5]oxathiazocine-1,8-dicarboxamide N1(CCC2NSC=3C(OCC21)=C(NC3)C(=O)N)C(=O)N